OCC(CCO)(O)C 1-(hydroxymethyl)-1-methylpropane-1,3-diol